(3S,5R)-5-(6-cyclopropylimidazo[1,2-a]pyridin-2-yl)-1-(6-(((6-fluoro-1H-indol-5-yl)methyl)amino)pyrimidin-4-yl)pyrrolidin-3-ol C1(CC1)C=1C=CC=2N(C1)C=C(N2)[C@H]2C[C@@H](CN2C2=NC=NC(=C2)NCC=2C=C1C=CNC1=CC2F)O